CCCCCC(CCCCCCCCCCC)=O Heptadecan-6-one